2-[[(3R,4R)-4-[4-Chloro-2-(5-fluoro-2-pyridyl)-1H-imidazol-5-yl]-3-methyl-1-piperidyl]sulfonylamino]-N,N-dimethyl-acetamide ClC=1N=C(NC1[C@H]1[C@H](CN(CC1)S(=O)(=O)NCC(=O)N(C)C)C)C1=NC=C(C=C1)F